(R)-N-(5-((4-((5-chloro-4-fluoro-2-(2-hydroxypropan-2-yl)phenyl)amino)pyrimidin-2-yl)amino)-2-(3-(dimethylamino)pyrrolidin-1-yl)-4-methoxyphenyl)acrylamide L-(+)-tartrate C(=O)(O)[C@H](O)[C@@H](O)C(=O)O.ClC=1C(=CC(=C(C1)NC1=NC(=NC=C1)NC=1C(=CC(=C(C1)NC(C=C)=O)N1C[C@@H](CC1)N(C)C)OC)C(C)(C)O)F